(R)-(4-(7-chloropyrazolo[1,5-a]pyridin-2-yl)-6,7-dihydro-1H-imidazo[4,5-c]pyridin-5(4H)-yl)(5-(pyridin-2-yl)-1,3,4-oxadiazol-2-yl)methanone ClC1=CC=CC=2N1N=C(C2)[C@@H]2N(CCC1=C2N=CN1)C(=O)C=1OC(=NN1)C1=NC=CC=C1